2,4-bisaminobutanoic acid NC(C(=O)O)CCN